(R)-3-((2,4,5-trifluorobenzyl)oxy)-7,8,8a,9-tetrahydropyrrolo[1',2':3,4]imidazo[1,2-c]pyrimidin-1(6H)-one FC1=C(COC=2C=C3N(C(N2)=O)C[C@@H]2N3CCC2)C=C(C(=C1)F)F